[1-[[4-[5-(3-acetamidophenyl)-2-(2-amino-3-pyridyl)imidazo[4,5-b]pyridin-3-yl]phenyl]methyl]-4-piperidyl]carbamate C(C)(=O)NC=1C=C(C=CC1)C1=CC=C2C(=N1)N(C(=N2)C=2C(=NC=CC2)N)C2=CC=C(C=C2)CN2CCC(CC2)NC([O-])=O